(4-fluorophenyl)(2-(4-methoxyphenyl)-1-methyl-1H-imidazol-4-yl)methanone FC1=CC=C(C=C1)C(=O)C=1N=C(N(C1)C)C1=CC=C(C=C1)OC